dihexadecanoyl peroxide C(CCCCCCCCCCCCCCC)(=O)OOC(CCCCCCCCCCCCCCC)=O